BrC=1C=C2C(=CC1)C(N(CC21CCC1)CC(=O)NC1=NC=CC=N1)=O 2-(6-bromo-1-oxo-spiro[3H-isoquinoline-4,1'-cyclobutane]-2-yl)-N-pyrimidin-2-yl-acetamide